ClC1=CC=C(C(=N1)C(=O)NS(=O)(=O)C)N[C@H](C)C=1C=C(C=C2C(C(=C(OC12)C=1C=NN(C1)C1COC1)C)=O)C 6-Chloro-3-[[(1R)-1-[3,6-dimethyl-2-[1-(oxetan-3-yl)pyrazol-4-yl]-4-oxo-chromen-8-yl]ethyl]amino]-N-methylsulfonyl-pyridine-2-carboxamide